ClC=1C=CC(=C(C1)S(=O)(=O)NC1=CC=C(C=C1)C1=NC(=C2C(=N1)NN=C2C)O[C@H]2[C@H](CN(CC2)C([2H])([2H])[2H])F)F 5-chloro-2-fluoro-N-[4-(4-{[(3S,4R)-3-fluoro-1-(2H3)methylpiperidin-4-yl]oxy}-3-methyl-1H-pyrazolo[3,4-d]pyrimidin-6-yl)phenyl]benzenesulfonamide